NC1=NC=CC=C1C1=NC=2C(=NC(=CC2)C2=CC=CC=C2)N1C1=CC=C(C(=O)N2CC(CCC2)C(=O)O)C=C1 1-(4-(2-(2-aminopyridin-3-yl)-5-phenyl-3H-imidazo[4,5-b]pyridin-3-yl)benzoyl)piperidine-3-carboxylic acid